(7S)-14-ethyl-11-fluoro-7-methyl-4-oxo-4,5,6,7,13,14-hexahydro-1,15-ethenopyrazolo[4,3-f][1,4,8,10]benzoxatriazacyclotridecine-12-carbonitrile C(C)N1C2=NC3=C(C(NC[C@@H](OC4=C(C1)C(=C(C=C4)F)C#N)C)=O)C=NN3C=C2